1-cyclopropyl-1H-imidazole-5-carboxylic acid C1(CC1)N1C=NC=C1C(=O)O